COC1=CC=C2C(=CN=CC2=C1)C#CCOC 7-methoxy-4-(3-methoxyprop-1-yn-1-yl)isoquinoline